(1s,3s)-3-(7-methylthiazolo[4,5-c]pyridin-4-yl)cyclobutanol CC=1C2=C(C(=NC1)C1CC(C1)O)N=CS2